C(C)C1=CC=C(C=C1)C=1N=C(SC1C)C=1C(OC2=CC(=CC=C2C1)O)=O 3-[4-(4-Ethyl-phenyl)-5-methyl-thiazol-2-yl]-7-hydroxy-chromen-2-one